(R)-N-(1-(3-(5-formylthiophen-2-yl)phenyl)ethyl)-5-methyl-1H-indazole-6-carboxamide C(=O)C1=CC=C(S1)C=1C=C(C=CC1)[C@@H](C)NC(=O)C1=C(C=C2C=NNC2=C1)C